S1C(=CC=C1)C1=NN=C(O1)C(C)(C)N 2-(5-(thiophen-2-yl)-1,3,4-oxadiazol-2-yl)propan-2-amine